CC1=C(C=CC=C1NC(=O)C1=CC(=C(C=N1)CN[C@@H](C(=O)O)CCO)OC)C1=C(C(=CC=C1)NC(=O)C1=CC(=C(C=N1)CN[C@@H](C(=O)O)CCO)OC)C (2R,2'R)-2,2'-((((((2,2'-dimethyl-[1,1'-biphenyl]-3,3'-diyl)bis(azanediyl))bis(carbonyl))bis(4-methoxypyridine-6,3-diyl))bis(methylene))bis(azanediyl))bis(4-hydroxybutanoic acid)